ethyl 2-(5-hydroxy-5-(trifluoromethyl)-4,5-dihydroisoxazol-3-yl)acetate OC1(CC(=NO1)CC(=O)OCC)C(F)(F)F